1,3,5-tris(di(ethenyl)bismuthanyl)benzene C(=C)[Bi](C1=CC(=CC(=C1)[Bi](C=C)C=C)[Bi](C=C)C=C)C=C